(R)-3-amino-4-(4-methylphenyl)-butyric acid N[C@@H](CC(=O)O)CC1=CC=C(C=C1)C